3-Methacryloxypropylmethyldimethoxysilan C(C(=C)C)(=O)OCCC[Si](OC)(OC)C